(1R,4R,5R,8R)-8-{6-chloro-5-[6-(dimethylamino)-2-methoxy-3-pyridyl]-1-{[2-(trimethylsilyl)ethoxy]methyl}-1H-1,4-diazainden-2-yloxy}-2,6-dioxabicyclo[3.3.0]octan-4-ol ClC1=C(N=C2C=C(N(C2=C1)COCC[Si](C)(C)C)O[C@@H]1CO[C@@H]2[C@@H](CO[C@H]12)O)C=1C(=NC(=CC1)N(C)C)OC